NC1=NN2C(C=C(C=C2)C=2C=C(C(=NC2)C)C(=O)NC([2H])C2=C(C(=CC(=C2)F)F)OCC2CC2)=N1 5-{2-amino-[1,2,4]triazolo[1,5-a]pyridin-7-yl}-N-{[2-(cyclopropylmethoxy)-3,5-difluorophenyl](deutero)methyl}-2-methylpyridine-3-carboxamide